C(CCCCCCC\C=C/CCCCCCCC)OC(CN(C)C)COCCCCCCCC\C=C/CCCCCCCC 2,3-dioleyloxy-1-(N,N-dimethylamino)propane